OC=1C=C2C(=CNC2=CC1)C(C(=O)NC1C(N(CC1)CC1=CC=C(C=C1)C)=O)=O 2-(5-hydroxy-1H-indol-3-yl)-N-(1-(4-methylbenzyl)-2-oxopyrrolidin-3-yl)-2-oxoacetamide